C(C)OC(=O)C1C(OC(CC1C#N)(C)C)=O 4-cyano-6,6-dimethyl-2-oxotetrahydro-2H-pyran-3-carboxylic acid ethyl ester